C[C@@H]1O[C@H]1C |r| racemic-trans-2,3-dimethyloxirane